O=C1NC(CCC1N1C(C2=CC=CC(=C2C1=O)NCCCCCCC(=O)N1CCN(CC1)C1=CC=C(C=C1)NC1=NN2C(C=CC=C2C2=CC=C(C=C2)S(=O)(=O)C)=N1)=O)=O 2-(2,6-Dioxo-piperidin-3-yl)-4-[7-(4-{4-[5-(4-methanesulfonyl-phenyl)-[1,2,4]triazolo[1,5-a]pyridin-2-ylamino]-phenyl}-piperazin-1-yl)-7-oxo-heptylamino]-isoindole-1,3-dione